C(C)OC(=O)C1=C(N=C(S1)NC1=NC(=CC(=N1)N1CCC(CC1)N)N1CCN(CC1)C)C 2-[4-(4-aminopiperidin-1-yl)-6-(4-methylpiperazin-1-yl)-pyrimidin-2-ylamino]-4-methylthiazole-5-carboxylic acid ethyl ester